N-[(2R)-2,3-Dihydroxypropyl]-2-[(4-{N-[(7S)-4-fluorobicyclo[4.2.0]octa-1,3,5-trien-7-yl]-N'-hydroxycarbamimidoyl}-1,2,5-oxadiazol-3-yl)oxy]acetamid O[C@H](CNC(COC1=NON=C1C(N[C@@H]1C2=CC(=CC=C2C1)F)=NO)=O)CO